[Na+].C1=C(C=CC2=CC=CC=C12)S(=O)(=O)[O-] naphthalene-2-sulfonate sodium